3,3-dipropyl-1,5-pentanediolAt C(CC)C(CC[O-])(CC[O-])CCC